ClC=1C=CC(=C(C1)NC(CN([C@@H](CCOC(C)C)C(=O)OC(C)(C)C)C(CCl)=O)=O)N1N=NC(=C1)Cl tert-butyl N-(2-((5-chloro-2-(4-chloro-1H-1,2,3-triazol-1-yl)phenyl)amino)-2-oxoethyl)-N-(2-chloroacetyl)-O-isopropylhomoserinate